di-n-decyldimethyl-ammonium pentafluoroethanesulfonate FC(C(S(=O)(=O)[O-])(F)F)(F)F.C(CCCCCCCCC)[N+](C)(C)CCCCCCCCCC